(S)-1-(((R)-tert-butylsulfinyl)amino)-1,3-dihydrospiro[indene-2,4'-piperidine] C(C)(C)(C)[S@@](=O)N[C@@H]1C2=CC=CC=C2CC12CCNCC2